(S)-6-((1-(2,6-difluorophenyl)ethyl)amino)-3-isopropylpyrimidine-2,4(1h,3h)-dione FC1=C(C(=CC=C1)F)[C@H](C)NC1=CC(N(C(N1)=O)C(C)C)=O